NC1=NC=2C=C(C(=CC2C2=C1C=NN2C)C(=O)N(C)[C@H]2COCC1=C2C=CC(=C1)OC)F 4-amino-7-fluoro-N-((4R)-7-methoxy-3,4-dihydro-1H-2-benzopyran-4-yl)-N,1-dimethyl-1H-pyrazolo[4,3-c]quinoline-8-carboxamide